isopropyl trans-N-[4-[5-[2-(ethylsulfamoyl)-4-[(6-isopropyl-2-pyridyl)amino]phenyl]thiazol-2-yl]cyclohexyl]carbamate C(C)NS(=O)(=O)C1=C(C=CC(=C1)NC1=NC(=CC=C1)C(C)C)C1=CN=C(S1)[C@@H]1CC[C@H](CC1)NC(OC(C)C)=O